(1-oxo-6-(6-oxo-6-(4-(pyridin-2-yl)piperidin-1-yl)hexyl)isoindolin-2-yl)piperidine-2,6-dione O=C1N(CC2=CC=C(C=C12)CCCCCC(N1CCC(CC1)C1=NC=CC=C1)=O)N1C(CCCC1=O)=O